3-(4-chlorophenyl)-2-butene-1-al ClC1=CC=C(C=C1)C(=CC=O)C